3-(1-methyl-6-(piperidin-4-yl)-1H-indazol-3-yl)piperidine-2,6-dione hydrochloride Cl.CN1N=C(C2=CC=C(C=C12)C1CCNCC1)C1C(NC(CC1)=O)=O